5-(hexyloxy)-2,2-dimethyl-5-oxopentanoate C(CCCCC)OC(CCC(C(=O)[O-])(C)C)=O